OC1CCCCCCCCCCCCCCCC(=O)O1 17-hydroxyheptadecanolide